S1C=C(C=C1)CNC1CCN(CC1)CCCOC1=C2C=CC(OC2=CC2=C1C=CO2)=O 4-(3-(4-((thiophen-3-ylmethyl)amino)piperidin-1-yl)propoxy)-7H-furo[3,2-g]chromen-7-one